(R)-N6-((1-(benzo[b]thiophen-4-yl)piperidin-4-yl)methyl)-N6-propyl-4,5,6,7-tetrahydrobenzo[d]thiazole-2,6-diamine hydrochloride salt Cl.S1C2=C(C=C1)C(=CC=C2)N2CCC(CC2)CN([C@H]2CC1=C(N=C(S1)N)CC2)CCC